3-(3-methoxyphenyl)acrylic acid COC=1C=C(C=CC1)C=CC(=O)O